4-amino-N-(4-ethynylbenzyl)-3-methyl-N-(1-methyl-1H-pyrazol-4-yl)-1,3-dihydrofuro[3,4-c]quinoline-8-carboxamide NC1=NC=2C=CC(=CC2C2=C1C(OC2)C)C(=O)N(C=2C=NN(C2)C)CC2=CC=C(C=C2)C#C